ON=C(C(=O)[O-])CC(=O)[O-].[Na+].[Na+].[Na+].[Na+].ON=C(C(=O)[O-])CC(=O)[O-] tetrasodium hydroxyiminosuccinate